CN(S(=O)(=O)C1=CC=C(C)C=C1)C#C N-methyl-N-p-toluenesulfonyl-ethynylamine